N-(3-((2-(2,6-Dioxopiperidin-3-yl)-1,3-dioxoisoindolin-5-yl)amino)propyl)-2-(4-(4-(quinoxalin-2-yl)-1H-pyrazol-1-yl)piperidin-1-yl)acetamide O=C1NC(CCC1N1C(C2=CC=C(C=C2C1=O)NCCCNC(CN1CCC(CC1)N1N=CC(=C1)C1=NC2=CC=CC=C2N=C1)=O)=O)=O